C(C)(=O)O[C@H]1[C@H](OC[C@@H]([C@H]1OC(C)=O)NC1=NC(=CN=C1)C(F)(F)F)COCCCCC(=O)O 5-(((2R,3R,4R,5S)-3,4-diacetoxy-5-((6-(trifluoromethyl)pyrazin-2-yl)amino)tetrahydro-2H-pyran-2-yl)methoxy)pentanoic acid